[N+](=O)([O-])C=1C(=NN(C1)C1CC(C1)O)C(F)(F)F (1s,3s)-3-(4-nitro-3-(trifluoromethyl)-1H-pyrazol-1-yl)cyclobutan-1-ol